4-chloro-7-(4,4,5,5-tetramethyl-1,3,2-dioxaborolan-2-yl)-1,3-benzothiazole ClC1=CC=C(C2=C1N=CS2)B2OC(C(O2)(C)C)(C)C